CN(C1=CC=C(C=C1)\C=C\C(=O)C1=C(C=C(C(=C1)CN(C)C)OC)O)C 4-dimethylamino-2'-hydroxy-4'-methoxy-5'-dimethylaminomethyl-chalcone